COC(=O)C=1C=CC2=C(N(C(=N2)CC2=CC(=C(C=C2)C2=NC(=CC=C2)OCC2=C(C=C(C=C2)Cl)F)F)CC2OCC2)C1 2-(4-(6-((4-chloro-2-fluorobenzyl)oxy)pyridin-2-yl)-3-fluorobenzyl)-1-(oxetan-2-ylmethyl)-1H-benzo[d]imidazole-6-carboxylic acid methyl ester